FC1(CCC(CC1)N1N=C(C2=C1CC([C@H]2O)(F)F)C(F)(F)F)F (4S)-1-(4,4-difluorocyclohexyl)-5,5-difluoro-3-(trifluoromethyl)-4,6-dihydrocyclopenta[c]pyrazol-4-ol